CC=1C=C2C=CC=C(C2=CC1C)O 6,7-dimethyl-naphthalen-1-ol